CC(CCCC)(C=1OCCCN1)C 2-(dimethylpentyl)-4,5-dihydro-1,3-oxazine